CC1=CC(=C(C=C1)S(=O)(=O)N1[C@@H](CCC1)C(=O)OC(C)(C)C)OCCC1(CC1)CC=O tert-Butyl ((4-methyl-2-(2-(1-(2-oxoethyl)cyclopropyl)ethoxy)phenyl)sulfonyl)-L-prolinate